C(C)(C)(C)OCCCCCC[SiH2]C (6-(t-butoxy)hexyl)methylsilane